C1(CC1)C1=CC=2N(C=C1)N=CC2C(=O)[O-] 5-cyclopropylpyrazolo[1,5-a]pyridine-3-carboxylate